1-benzyl-3,5-dibromopyridin-1-ium C(C1=CC=CC=C1)[N+]1=CC(=CC(=C1)Br)Br